5-(1-(4-(dimethylamino)piperidin-1-yl)vinyl)-6-methyl-2-(1-methyl-1H-pyrazol-2-yl)indolizine-7-carboxylic acid isopropyl ester C(C)(C)OC(=O)C=1C(=C(N2C=C(C=C2C1)N1N(C=CC1)C)C(=C)N1CCC(CC1)N(C)C)C